5,6-dimethyl-3'-(4,4,5,5-tetramethyl-1,3,2-dioxaborolan-2-yl)-[1,1'-biphenyl]-3-carboxylic acid CC=1C=C(C=C(C1C)C1=CC(=CC=C1)B1OC(C(O1)(C)C)(C)C)C(=O)O